2-ethoxyethan-1-ol C(C)OCCO